C(C)(=O)N1CCC(CC1)OC1=CC=C(C=C1)C[C@@H](C(=O)O)N (S)-3-(4-((1-acetylpiperidin-4-yl)oxy)phenyl)-2-aminopropanoic acid